4-morpholino-2-[(2E)-2-(m-tolylmethylene)hydrazino]-N-(oxetan-3-yl)furo[2,3-d]pyrimidine-6-carboxamide O1CCN(CC1)C=1C2=C(N=C(N1)N/N=C/C=1C=C(C=CC1)C)OC(=C2)C(=O)NC2COC2